C(C)(C)OC(CCC(=O)OC)C methyl 4-isopropoxypentanoate